((1H-imidazol-4-yl)(p-tolyl)methyl)-4-methoxyaniline N1C=NC(=C1)C(C1=CC=C(C=C1)C)NC1=CC=C(C=C1)OC